(3S)-1-[3-[4-(5-Cyclobutyl-4H-1,2,4-triazol-3-yl)phenyl]azetidine-1-carbonyl]pyrrolidine-3-carboxamide C1(CCC1)C=1NC(=NN1)C1=CC=C(C=C1)C1CN(C1)C(=O)N1C[C@H](CC1)C(=O)N